C(C)(C)(C)OC(N[C@@H]1CN(CC[C@@H]1N)C(=O)C1=CC2=C(N(C(=N2)C2=CC=3C(=NC=CC3)N2CC2CC2)C)C=C1)=O |r| rac-N-[(3R,4S)-4-amino-1-{2-[1-(cyclopropylmethyl)-1H-pyrrolo[2,3-b]pyridin-2-yl]-1-methyl-1H-1,3-benzodiazole-5-carbonyl}piperidin-3-yl]carbamic acid tert-butyl ester